Methyl 2-((4-ethoxypyrimidine-5-carboxamido)methyl)-5-methylbenzofuran-7-carboxylate C(C)OC1=NC=NC=C1C(=O)NCC=1OC2=C(C1)C=C(C=C2C(=O)OC)C